CN1N=CC(=C1)CCl 1-methyl-4-chloromethylpyrazole